9,9-bis(4-(2-hydroxyethoxy)phenyl)-3,6-bis(2-naphthyl)fluorene OCCOC1=CC=C(C=C1)C1(C2=CC=C(C=C2C=2C=C(C=CC12)C1=CC2=CC=CC=C2C=C1)C1=CC2=CC=CC=C2C=C1)C1=CC=C(C=C1)OCCO